NC=1C(=NC(=CC1)C=1C(=C2C(=NC1)NC[C@@]21C[C@](CC1)(C)C#N)Cl)C(=O)N(C)C 3-Amino-6-((1S,3R)-4'-chloro-3-cyano-3-methyl-1',2'-dihydrospiro[cyclopentane-1,3'-pyrrolo[2,3-b]pyridin]-5'-yl)-N,N-dimethylpicolinamide